C1(=CC=CC=C1)C1=NN=C(O1)NC(C1=C(C=CC=C1)OC1=CC=C(C=C1)Cl)=O N-(5-phenyl-1,3,4-oxadiazol-2-yl)-2-(4-chlorophenoxy)benzamide